dibutylaminomethylethoxydimethylsilane C(CCC)N(CCCC)C[Si](C)(C)OCC